4-amino-2,5-difluorophenylboronic acid pinacol ester NC1=CC(=C(C=C1F)B1OC(C)(C)C(C)(C)O1)F